CC=1CP(CC1)(C1=CC=CC=C1)=O 3-methyl-1-phenyl-3-phospholine-1-oxide